di(beta-hydroxyethoxy)phenylsulfone OCCOC=1C(=C(C=CC1)S(=O)(=O)C1=C(C(=CC=C1)OCCO)OCCO)OCCO